NCC1=CC=C(C=C1)N(C(CN1N=NC2=C1C=CC=C2)=O)CC2=CC(=CC(=C2)F)F N-[4-(aminomethyl)phenyl]-2-(benzotriazol-1-yl)-N-[(3,5-difluorophenyl)methyl]acetamide